NC1=C(C=C(C=N1)NC(C(=O)N1[C@H](CC[C@@H](C1)C)C=1SC=CC1)=O)C |o1:12,15| rel-N-(6-amino-5-methylpyridin-3-yl)-2-((2R,5S)-5-methyl-2-(thiophen-2-yl)piperidin-1-yl)-2-oxoacetamide